(E)-3-(2-methoxyphenyl)acrylic acid COC1=C(C=CC=C1)/C=C/C(=O)O